C(C)(C)(C)OC(=O)N1[C@H](C[C@@H](C1)CC1=CC=CC=C1)C(N[C@H](C(=O)NCC1=C(C(=CC(=C1)Cl)C)O)C)=O (2R,4S)-4-benzyl-2-(((S)-1-((5-chloro-2-hydroxy-3-methylbenzyl)amino)-1-oxopropan-2-yl)carbamoyl)pyrrolidine-1-carboxylic acid tert-butyl ester